2-Trifluoromethyl-3-aminoindole FC(C=1NC2=CC=CC=C2C1N)(F)F